[Co](Cl)(Cl)Cl cobaltic chloride